CN(C=O)C1=CC=CC=C1 methyl-phenyl-formamide